(3R,4R)-4-methyl-5-oxopyrrolidine-3-carboxylic acid C[C@@H]1[C@H](CNC1=O)C(=O)O